N-(2,3-Difluoro-4-(8-methyl-2-(methylsulfonyl)-7-oxo-7,8-dihydropyrido[2,3-d]pyrimidin-6-yl)phenyl)-1-phenylmethanesulfonamide FC1=C(C=CC(=C1F)C1=CC2=C(N=C(N=C2)S(=O)(=O)C)N(C1=O)C)NS(=O)(=O)CC1=CC=CC=C1